FC=1C(=C(C(=C(C1)F)F)F)F pentafluorobenzene